4-methylcyclohexyl isopropyl ketone C(C)(C)C(=O)C1CCC(CC1)C